COC(C(C)(C)NCC(C(=O)OC)(C)C)=O methyl 3-((1-methoxy-2-methyl-1-oxopropan-2-yl)amino)-2,2-dimethylpropanoate